tert-Butyl 6-((4-((5-Cyclopentyl-1H-pyrazol-3-yl)amino)pyrimidin-2-yl)amino)-2-azaspiro[3.3]heptane-2-carboxylate C1(CCCC1)C1=CC(=NN1)NC1=NC(=NC=C1)NC1CC2(CN(C2)C(=O)OC(C)(C)C)C1